2-(diethylamino)ethan-1-amine C(C)N(CCN)CC